(2r,3s,5r)-2-((((1r,3r,6s)-6-(5-chloropyrimidin-2-yl)bicyclo[4.1.0]hept-3-yl)oxy)methyl)-5-methyl-3-(methylsulfonylamino)pyrrolidine-1-carboxylic acid methyl ester COC(=O)N1[C@H]([C@H](C[C@H]1C)NS(=O)(=O)C)CO[C@H]1C[C@H]2C[C@]2(CC1)C1=NC=C(C=N1)Cl